7-ethoxy-6-methoxy-1-((5-methoxy-1H-indol-3-yl)methyl)-3,4-dihydroisoquinoline-2(1H)-formaldehyde C(C)OC1=C(C=C2CCN(C(C2=C1)CC1=CNC2=CC=C(C=C12)OC)C=O)OC